COC1=C(C(=CC=C1)OC)N1C(=NN=C1C=1OC(=CC1)C)/C=C/C(=O)N1[C@@H](C[C@H](C1)O)C(=O)OC methyl (4R)-1-{(2E)-3-[4-(2,6-dimethoxyphenyl)-5-(5-methylfuran-2-yl)-4H-1,2,4-triazol-3-yl]prop-2-enoyl}-4-hydroxy-L-prolinate